2-(2-fluoro-4-((2S,4R)-4-hydroxypyrrolidin-2-yl)phenyl)-N-(1-methylpiperidin-4-yl)benzo[d]imidazo[2,1-b]thiazole-7-carboxamide FC1=C(C=CC(=C1)[C@H]1NC[C@@H](C1)O)C=1N=C2SC3=C(N2C1)C=CC(=C3)C(=O)NC3CCN(CC3)C